tert-butyl (3-(4-fluorophenoxy)azetidin-1-yl)sulfonylcarbamate FC1=CC=C(OC2CN(C2)S(=O)(=O)NC(OC(C)(C)C)=O)C=C1